C(CCCCCCCCCCC)(=O)O.O=C(OCC(OC(=O)CCCCCCCCCCC)COC(=O)CCCCCCCCCCC)CCCCCCCCCCC trilaurin laurate